COCOC=1C(=CC2=CN(N=C2C1C)C)C1=NC=C(C(=N1)C)C(=O)N[C@H]1C[C@@H](CC1)NC(OC(C)(C)C)=O tert-butyl N-[(1R,3R)-3-[[2-[6-(methoxymethoxy)-2,7-dimethyl-indazol-5-yl]-4-methyl-pyrimidine-5-carbonyl]amino]cyclopentyl]carbamate